Cl.NCCC1=CNC2=CC=CC=C12 tryptamine HCl salt